3,7-dibromo-10-(3-((3aR,6aS)-3a,6a-dimethyltetrahydro-1H-furo[3,4-c]pyrrol-5(3H)-yl)propyl)-10H-phenoxazine BrC=1C=CC=2N(C3=CC=C(C=C3OC2C1)Br)CCCN1C[C@@]2([C@](C1)(COC2)C)C